C(C1=CC=C(C=C1)NC(=O)N1C(CCCCC1)=O)C1=CC=C(C=C1)NC(=O)N1C(CCCCC1)=O N,N'-(methylenedi-p-phenylene)bis[hexahydro-2-oxo-1H-azepine-1-carboxamide]